CNC(O[C@@H]1CC[C@H](CC1)C(N(C[C@@H]1CC[C@H](CC1)C1=NC(=C(C=C1)OC)C)C1=NC=CC(=C1)C1=CN=C(S1)C1CC1)=O)=O trans-4-((4-(2-Cyclopropylthiazol-5-yl) pyridin-2-yl)((trans-4-(5-methoxy-6-methylpyridin-2-yl)cyclohexyl)methyl) carbamoyl)cyclohexyl methylcarbamate